N1(CCCCC1)C1=C(C=CC=2N1N=C(N2)N[C@H]2C[C@H](CCC2)OC2=CC=C(C=C2)NC(C=C)=O)C=2C=NNC2 N-(4-(((1S,3R)-3-((5-(piperidin-1-yl)-6-(1H-pyrazol-4-yl)-[1,2,4]triazolo[1,5-a]pyridin-2-yl)amino)cyclohexyl)oxy)phenyl)acrylamide